methyl 3-(9-((4-(aminomethyl)-2-methoxyphenyl)carbamoyl)-4,5-dihydrobenzo[b]thieno[2,3-d]oxepin-8-yl)-6-(propylcarbamoyl)picolinate NCC1=CC(=C(C=C1)NC(=O)C1=CC2=C(OCCC3=C2SC=C3)C=C1C=1C(=NC(=CC1)C(NCCC)=O)C(=O)OC)OC